CC=1N=NC=C(C1[C@@H](C)OC=1C=C2C(=NNC2=CC1)C=1C=NC(=C(C#N)C1)O[C@@H]1COCC1)C 5-(5-((R)-1-(3,5-dimethylpyridazin-4-yl)ethoxy)-1H-indazol-3-yl)-2-(((S)-tetrahydrofuran-3-yl)oxy)nicotinonitrile